[N-]=C=O.[N-]=C=O.CC(C)(CCC)C 2,2-Dimethylpentane diisocyanate